2-(6-((2-amino-3-chloropyridin-4-yl)thio)pyrido[2,3-b]pyrazin-2-yl)octahydro-1H-isoindol-4-amine NC1=NC=CC(=C1Cl)SC=1C=CC=2C(=NC=C(N2)N2CC3CCCC(C3C2)N)N1